C(C1=CC=CC=C1)OC=1C=CC2=C(O[C@@H](CO2)CNC(=O)C2CCN(CC2)CC=2OC=CC2)C1 1-Furan-2-ylmethyl-piperidine-4-carboxylic acid ((R)-7-benzyloxy-2,3-dihydro-benzo[1,4]dioxin-2-ylmethyl)-amide